(methylsulfonyl)-3,5,6,7-tetrahydro-2H-indeno[5,6-b]furan-8-amine CS(=O)(=O)C1CC2=C(O1)C(=C1CCCC1=C2)N